(S)-6-(4-chlorophenyl)-3-(3-hydroxy-3-methylbut-2-yl)-8-(pyridin-3-yl)pyrido[3,4-d]pyrimidin-4(3H)-one ClC1=CC=C(C=C1)C1=CC2=C(N=CN(C2=O)[C@@H](C)C(C)(C)O)C(=N1)C=1C=NC=CC1